C1(CCCCC1)OC(=O)C1=NN(C=C1C1=CC=CC=C1)C(=C)C1=CC=CC=C1 4-phenyl-1-(1-phenylvinyl)pyrazole-3-carboxylic acid cyclohexyl ester